C(C)OC(=O)C1C(N(C=CC1=O)C(=O)OCC1=CC=CC=C1)C 2-methyl-4-oxo-2,3-dihydropyridine-1,3-dicarboxylic acid O1-benzyl ester O3-ethyl ester